ClC1N=CC2=C(N1Cl)C(=C(N=C2)Cl)F 2,1,7-trichloro-8-fluoropyrido[4,3-d]pyrimidine